(2S,4r)-N-[2-(5-chloro-1-oxo-3,4-dihydroisoquinolin-2-yl)ethyl]-1-[(2S)-2-(4-cyclopropyltriazol-1-yl)-3,3-dimethyl-butyryl]-4-hydroxy-pyrrolidine-2-carboxamide ClC1=C2CCN(C(C2=CC=C1)=O)CCNC(=O)[C@H]1N(C[C@@H](C1)O)C([C@H](C(C)(C)C)N1N=NC(=C1)C1CC1)=O